methyl 2-((tert-butoxycarbonyl) amino)-3-iodopropionate C(C)(C)(C)OC(=O)NC(C(=O)OC)CI